2-Amino-N-[2-chloro-4-fluoro-5-[[5-(methoxymethyl)pyridin-2-yl]carbamoyl]phenyl]-1,3-thiazole-5-carboxamide NC=1SC(=CN1)C(=O)NC1=C(C=C(C(=C1)C(NC1=NC=C(C=C1)COC)=O)F)Cl